3,5-dibromo-4-cyanobenzaldehyde BrC=1C=C(C=O)C=C(C1C#N)Br